FC1=C(C(=C(C=C1OC)OC)F)N1C(N(C2=C(C1)C=NC(=C2)/C=N/O)CC)=O (E)-3-(2,6-difluoro-3,5-dimethoxyphenyl)-1-ethyl-2-oxo-1,2,3,4-tetrahydropyrido[4,3-d]pyrimidine-7-carbaldehyde oxime